N-[2-(5-chloro-2-pyridyl)-2-(1-methylpyrazol-4-yl)propyl]-5-(2,4-difluorophenyl)-1,3,4-thiadiazole-2-carboxamide ClC=1C=CC(=NC1)C(CNC(=O)C=1SC(=NN1)C1=C(C=C(C=C1)F)F)(C)C=1C=NN(C1)C